2-[4-(dimethylamino)phenyl]-7-[(3S)-3-methylpiperazin-1-yl]-4H-pyrido[1,2-a]pyrimidin CN(C1=CC=C(C=C1)C=1N=C2N(CC1)C=C(C=C2)N2C[C@@H](NCC2)C)C